FC(C1=CC2=C(SC(=C2)C(=O)[O-])C=C1)(F)F 5-(trifluoromethyl)benzo[b]thiophen-2-carboxylate